C(C)OC(=O)C=1N=C2N(C(=NC(=C2C2=CC(=NC(=C2)C)C)C2=CC=CC=C2)NCC2=C(C=C(C=C2)OC)OC)C1 5-(2,4-Dimethoxybenzylamino)-8-(2,6-dimethylpyridin-4-yl)-7-phenylimidazo[1,2-c]pyrimidine-2-carboxylic acid ethyl ester